O(O)O.[Mn] Manganese (oxy) hydroxide